O=S1(CCC(CC1)N1N=CC(=C1)NC=1C(=NC(=C(N1)NC)C=1C2=C(C=NC1)N(C=N2)C)C(=O)OC)=O Methyl 3-[[1-(1,1-dioxothian-4-yl)pyrazol-4-yl]amino]-5-(methylamino)-6-(3-methylimidazo[4,5-c]-pyridin-7-yl)pyrazine-2-carboxylate